C1=CC=CC2=CC3=CC=CC=C3C(=C12)OB(O)O (anthracen-9-yl)boric acid